2-[[1-(3-methyl-[1,2,4]triazolo[4,3-b]pyridazin-6-yl)piperidin-4-yl]methyl]-6-pyrazol-1-yl-pyridazin-3-one CC1=NN=C2N1N=C(C=C2)N2CCC(CC2)CN2N=C(C=CC2=O)N2N=CC=C2